pentadecanoic acid stearyl ester C(CCCCCCCCCCCCCCCCC)OC(CCCCCCCCCCCCCC)=O